FC=1C=CC(=NC1)C1=CC=C(C=C1)CCCNC=1C2=C(N=C(N1)C1=COC=C1)SC(=C2)C N-(3-[4-(5-fluoropyridin-2-yl)phenyl]propyl)-2-(furan-3-yl)-6-methylthieno[2,3-d]pyrimidin-4-amine